(pentylamino)acetic acid C(CCCC)NCC(=O)O